[Br-].C(C)[Zn+] ethylzinc(II) bromide